ClC1=C(C=CC(=C1)C=O)C(C(=O)N(CC)CC)(F)F (2-chloro-4-formylphenyl)-N,N-diethyl-2,2-difluoroacetamide